C[C@@H]1N(CC1)C1=NC(=CC(=N1)N1C(C2C(C2C1)CC(=O)O)=O)C(F)(F)F 2-[3-{2-[(2S)-2-Methyl-azetidin-1-yl]-6-(trifluoromethyl)pyrimidin-4-yl}-2-oxo-3-Azabicyclo[3.1.0]hexane-6-yl]acetic acid